4-((4-(3-(ethylsulfonamido)-1H-1,2,4-triazol-1-yl)-2,6-difluorobenzyl)oxy)phenyl sulfurofluoridate S(OC1=CC=C(C=C1)OCC1=C(C=C(C=C1F)N1N=C(N=C1)NS(=O)(=O)CC)F)(=O)(=O)F